C(=O)O.NC1=NC=CC(=C1)C1=C(C=2C(NC(CC2N1)(C)C)=O)C1=CC(=CC=C1)C 2-(2-aminopyridin-4-yl)-6,6-dimethyl-3-(3-methylphenyl)-1,5,6,7-tetrahydro-4H-pyrrolo[3,2-c]pyridin-4-one formic acid salt